C1(CC1)C([C@@H](C=1OC2=C(N1)C=C(C=C2)CN2C(NC[C@@H]2C(F)(F)F)=O)NC(OCC2=CC=CC=C2)=O)C2CC2 Benzyl ((S)-2,2-dicyclopropyl-1-(5-(((R)-2-oxo-5-(trifluoromethyl)imidazolidin-1-yl)methyl)benzo[d]oxazol-2-yl)ethyl)carbamate